1-{4-[5-(ethylsulfonyl)-6-[3-fluoro-6-(trifluoromethyl)-4H-pyrrolo[3,2-b]pyridin-2-yl]pyridin-3-yl]phenyl}cyclopropane-1-carbonitrile C(C)S(=O)(=O)C=1C=C(C=NC1C=1C(=C2NC=C(C=C2N1)C(F)(F)F)F)C1=CC=C(C=C1)C1(CC1)C#N